CN1CC(C1)(C)[C@@](C=1C=C(C=NC1)C1=NOC(=N1)CC(C)(C)NC(CC)=O)(C1=CC=C(C=C1)C(C)C)O N-[2-(3-{5-[(R)-(1,3-Dimethyl-azetidin-3-yl)-hydroxy-(4-isopropyl-phenyl)-methyl]-pyridin-3-yl}-[1,2,4]oxadiazol-5-yl)-1,1-dimethyl-ethyl]-propionamide